C(C1=CC=CC=C1)N1CC(CCC1)C(C=CN(C)C)=O (1-benzylpiperidin-3-yl)-3-(dimethylamino)prop-2-en-1-one